2-cyclopropyl-5-(4-nitrophenyl)-1H-imidazole C1(CC1)C=1NC(=CN1)C1=CC=C(C=C1)[N+](=O)[O-]